COC1=CC(=CC2=C1O[C@H]([C@@H](O2)C)C=2C=NC(=CC2)OC)CN2C(=NC=1C2=NC(=CC1)[2H])[2H] |r| (+/-)-3-(((trans)-8-methoxy-2-(6-methoxypyridin-3-yl)-3-methyl-2,3-dihydrobenzo[b][1,4]dioxin-6-yl)methyl)-3H-imidazo[4,5-b]pyridin-2,5-d2